(R)-1-(2,5-difluoropyridin-3-yl)ethyl (4-(5-aminopyridin-2-yl)-1-methyl-1H-1,2,3-triazol-5-yl)carbamate hydrochloride Cl.NC=1C=CC(=NC1)C=1N=NN(C1NC(O[C@H](C)C=1C(=NC=C(C1)F)F)=O)C